CC(=O)[C@H]1CC[C@@H]2[C@@]1(CC[C@H]3[C@H]2CC[C@H]4[C@@]3(CC[C@@H](C4)OC(=O)CCC(=O)O)C)C The molecule is a sterol ester that is the O-succinoyl derivative of 3beta-hydroxy-5beta-pregnan-20-one. It is a 20-oxo steroid, a sterol ester, a dicarboxylic acid monoester and a hemisuccinate.